5-(2,3-difluorophenyl)-3-((2-methoxyethyl)amino)-4H-benzo[e][1,2,4]thiadiazine 1,1-dioxide FC1=C(C=CC=C1F)C1=CC=CC2=C1NC(=NS2(=O)=O)NCCOC